ClC1=C(C=C(C=C1)NC1CCN(CC1)C(=O)OC(C)(C)C)N1C(NC(CC1)=O)=O Tert-butyl 4-{[4-chloro-3-(2,4-dioxo-1,3-diazinan-1-yl)phenyl]amino}piperidine-1-carboxylate